5-amino-3-(2-phenylpropyl)-1,2,3-oxadiazol-3-ium chloride [Cl-].NC1=C[N+](=NO1)CC(C)C1=CC=CC=C1